2-((4-fluoro-2-methylphenyl)amino)-N-(2-methoxy-6-((tetrahydro-2H-pyran-2-yl)oxy)pyridin-3-yl)-4-(trifluoromethyl)benzamide FC1=CC(=C(C=C1)NC1=C(C(=O)NC=2C(=NC(=CC2)OC2OCCCC2)OC)C=CC(=C1)C(F)(F)F)C